(S)-3-((S)-2-(((S)-indoline-2-carbonyl)glycylglycyl)-6-methyl-1,2,3,4-tetrahydroisoquinoline-1-carboxamido)-4-oxobutanoic acid N1[C@@H](CC2=CC=CC=C12)C(=O)NCC(=O)NCC(=O)N1[C@@H](C2=CC=C(C=C2CC1)C)C(=O)N[C@@H](CC(=O)O)C=O